C(C)(C)(C)OC([C@H](CCC(C=[N+]=[N-])=O)NC(CNC(C)=O)=O)=O.BrCC(=O)C=1C=NC=CC1 2-bromo-1-(pyridin-3-yl)ethanone tert-butyl-(S)-2-(2-acetamidoacetamido)-6-diazo-5-oxohexanoate